O1CC=CC=C1 1,2-dihydropyran